2-[4-(4-Hydroxypiperidin-1-yl)-6-(3-carboxypiperidin-1-yl)-pyrimidin-2-ylamino]-4-methyl-thiazole-5-carboxylic acid ethyl ester C(C)OC(=O)C1=C(N=C(S1)NC1=NC(=CC(=N1)N1CCC(CC1)O)N1CC(CCC1)C(=O)O)C